NC1C(CC(CC1C)C(C)(CC)C1CC(C(C(C1)C)N)C)C 2,2-Bis(4-amino-3,5-dimethylcyclohexyl)-butan